2,4,7-trichloro-8-fluoro-5-methoxypyrido[4,3-d]pyrimidine ClC=1N=C(C2=C(N1)C(=C(N=C2OC)Cl)F)Cl